[C@H]1(CC[C@@H](CC1)C(=O)O)C(=O)O cis-cyclohexane-1,4-dicarboxylic acid